FC1=C(C=CC(=C1)F)N1N=C(C2=CC=CC=C2C1=O)N1C[C@H](CCCC1)CCNS(=O)=O (R)-N-(1-(3-(2,4-difluorophenyl)-4-oxo-3,4-dihydro-phthalazin-1-yl)azepan-3-yl)ethylsulfonamide